NC1C2=C(CCC3=C1C=CC=C3)C=CC=C2 5-amino-10,11-dihydro-5H-dibenzo[a,d][7]annulen